CN(C(=O)OC=1C(=CC(=C(C1)SSSSSSC1=C(C=C(C(=C1)OC(=O)N(C)C)F)Cl)Cl)F)C bis(5-dimethylaminocarbonyloxy-2-chloro-4-fluorophenyl) hexasulfide